1-(2-methyl-4-(2-methylphenyl-azo)phenylazo)-2-naphthol CC1=C(C=CC(=C1)N=NC1=C(C=CC=C1)C)N=NC1=C(C=CC2=CC=CC=C12)O